1-((6-(1H-1,2,3-triazol-1-yl)pyridazin-3-yl)methyl)-4-(bicyclo[1.1.1]pentan-1-yl)piperazine-2,3-dione N1(N=NC=C1)C1=CC=C(N=N1)CN1C(C(N(CC1)C12CC(C1)C2)=O)=O